ClC=1C(=NC(=NC1)NC1CCOCC1)C1=CC=C2CN(C(C2=C1)=O)CC(=O)N1CC(=CC=C1)O 6-{5-chloro-2-[(oxacyclohex-4-yl)amino]pyrimidin-4-yl}-2-{2-[(3R)-3-hydroxypyridin-1-yl]-2-oxoethyl}-2,3-dihydro-1H-isoindol-1-one